CN(N(C)C)C(=O)OC(C)(C)C tert-butyl 1,2,2-trimethylhydrazine-1-carboxylate